FC1=C(C=C(C(=C1O)F)C(F)(F)F)C1=NN(C2=NC(=NC=C21)N2C(COCC2)CC(=O)O)C 2-(4-(3-(2,4-Difluoro-3-hydroxy-5-(trifluoromethyl)phenyl)-1-methyl-1H-pyrazolo[3,4-d]pyrimidin-6-yl)morpholin-3-yl)acetic Acid